C1(=C(C=CC=C1)OCCCC(C=C(F)F)O)C1=CC=CC=C1 6-([1,1'-Biphenyl]-2-yloxy)-1,1-difluorohex-1-en-3-ol